C(C(=C)C)(=O)OCCN1C(C2C(C1=O)CCCC2)=O 2-(hexahydrophthalimido)ethyl methacrylate